1,4-dihydro-1-(5-methoxy-1H-benzimidazol-2-yl)-3,5-dimethyl-4-oxo-2-pyridinecarboxylic acid COC1=CC2=C(NC(=N2)N2C(=C(C(C(=C2)C)=O)C)C(=O)O)C=C1